CN([C@H]([C@H](C)[N+](=O)[O-])C1=CC=C(C(=O)OC)C=C1)C methyl 4-((1S,2S)-1-(dimethylamino)-2-nitropropyl)benzoate